OC1=C(C=C(C=C1)CCCCCCCCC)CC=CCC 1-(2-hydroxy-5-nonylphenyl)pent-2-ene